2-(2,6-dioxopiperidin-3-yl)-5-(2-(3-(4-((1r,3r)-3-((5-(5-methyl-5H-pyrido[4,3-b]indol-7-yl)pyridin-2-yl)oxy)cyclobutoxy)piperidin-1-yl)propoxy)ethoxy)isoindoline-1,3-dione O=C1NC(CCC1N1C(C2=CC=C(C=C2C1=O)OCCOCCCN1CCC(CC1)OC1CC(C1)OC1=NC=C(C=C1)C=1C=CC=2C3=C(N(C2C1)C)C=CN=C3)=O)=O